COC(=O)C1=NC(=C(C=C1)Br)/N=C/NO (E)-5-bromo-6-(((hydroxyamino)methylene)amino)-pyridine-2-carboxylic acid methyl ester